2-[6-chloro-2-(4-chloro-phenyl)-5-fluoro-benzoimidazol-1-yl]-N-cyclohexyl-2-(tetrahydro-pyran-2-yl)-acetamide ClC=1C(=CC2=C(N(C(=N2)C2=CC=C(C=C2)Cl)C(C(=O)NC2CCCCC2)C2OCCCC2)C1)F